8-bromo-6-chloro-imidazo[1,2-a]Pyridine BrC=1C=2N(C=C(C1)Cl)C=CN2